C1=CC=CC=2SC=3C=CCCC3SC12 9H-thianthrene